(tetrahydro-2H-pyran-3-yl)propanal O1CC(CCC1)C(C=O)C